5-(2-((tert-butoxycarbonyl)(methyl)amino)propoxy)-2-methylbenzoic acid C(C)(C)(C)OC(=O)N(C(COC=1C=CC(=C(C(=O)O)C1)C)C)C